Tert-butyl 6-(4-ethoxy-2-(trimethylsilyl)-1H-pyrrolo[2,3-b]pyridin-3-yl)indoline-1-carboxylate C(C)OC1=C2C(=NC=C1)NC(=C2C2=CC=C1CCN(C1=C2)C(=O)OC(C)(C)C)[Si](C)(C)C